4-fluoro-3-(3-(pyridazin-3-ylamino)azetidine-1-carbonyl)benzaldehyde FC1=C(C=C(C=O)C=C1)C(=O)N1CC(C1)NC=1N=NC=CC1